pentane-1,2,3,4-tetracarboxylic acid C(C(C(C(C)C(=O)O)C(=O)O)C(=O)O)C(=O)O